3-Cyclopropyl-7-(hydroxymethyl)-1,5-naphthyridin-2(1H)-one C1(CC1)C=1C(NC2=CC(=CN=C2C1)CO)=O